Benzo[d][1,3]dioxin-5-yl acetate C(C)(=O)OC1=CC=CC=2OCOCC21